Isoquinoline-3-carboxylic acid C1=NC(=CC2=CC=CC=C12)C(=O)O